C(C)(C)(C)C=1C=C(C=O)C=C(C1)OC(F)(F)F 3-(tert-butyl)-5-(trifluoromethoxy)benzaldehyde